C(C)(C)(C)OC(=O)N1C(OC[C@H]1C(C)O)(C)C (4S)-4-(1-hydroxyethyl)-2,2-dimethyl-oxazolidine-3-carboxylic acid tert-butyl ester